ClC=1C(=C(C#N)C=C(C1)C(C)(C)C1=CC=C(C=C1)B1OC(C(O1)(C)C)(C)C)OCCCl 3-chloro-2-(2-chloroethoxy)-5-(2-(4-(4,4,5,5-tetramethyl-1,3,2-dioxaborolan-2-yl)phenyl)propan-2-yl)benzonitrile